C(C=C)O[C@H]1[C@@H](O[C@@H]([C@H]1O)CO)N1C(=O)NC(=O)C=C1 2'-O-allyl-uridine